tris(dimethylamino)phosphane CN(C)P(N(C)C)N(C)C